ethyl 2-(4-oxo-6-(3-(4-(trifluoromethoxy)phenyl)ureido) quinazolin-3(4H)-yl)acetate O=C1N(C=NC2=CC=C(C=C12)NC(=O)NC1=CC=C(C=C1)OC(F)(F)F)CC(=O)OCC